N-((R)-cyclopropyl(2-fluoro-4-(trifluoromethyl)phenyl)methyl)-1-(3-(1H-pyrazol-4-yl)benzoyl)-D-prolinamide C1(CC1)[C@@H](NC([C@@H]1N(CCC1)C(C1=CC(=CC=C1)C=1C=NNC1)=O)=O)C1=C(C=C(C=C1)C(F)(F)F)F